ethyl 6-(4-((1R,5S)-9-methylbicyclo[3.3.1]nonan-9-yl)phenoxy)nicotinate CC1(C2CCCC1CCC2)C2=CC=C(OC1=NC=C(C(=O)OCC)C=C1)C=C2